(5R)-5-[(4-Bromophenyl)methyl]-3-(3,5-dichlorophenyl)-1,5-dimethyl-2,4-imidazolinedione BrC1=CC=C(C=C1)C[C@@]1(C(N(C(N1C)=O)C1=CC(=CC(=C1)Cl)Cl)=O)C